CN1C2=NC(=NC(=C2N=C1C1CCOCC1)N1CCOCC1)N1N=C(C=C1)C=1C=NC=CC1 4-(9-methyl-2-(3-(pyridin-3-yl)-1H-pyrazol-1-yl)-8-(tetrahydro-2H-pyran-4-yl)-9H-purin-6-yl)morpholine